C1(CCCC1)N1N=CC(=C1)N1C(=CC=2C1=NC=CC2)C(=O)O (1-cyclopentyl-1H-pyrazol-4-yl)-1H-pyrrolo[2,3-b]pyridine-2-carboxylic acid